N-[(2-cyclopropyl-4-methoxy-phenyl)methyl]-2-(4-methoxyphenyl)-3-oxo-6,8-dihydro-5H-imidazo[1,5-a]pyrazine-1-carboxamide C1(CC1)C1=C(C=CC(=C1)OC)CNC(=O)C=1N(C(N2C1CNCC2)=O)C2=CC=C(C=C2)OC